5-(1-(2,2-difluoroethyl)-2-methyl-1H-imidazo[4,5-b]pyrazin-6-yl)-N2-((1s,4s)-4-methoxycyclohexyl)-N4-methyl-7H-pyrrolo[2,3-d]pyrimidine-2,4-diamine FC(CN1C(=NC=2C1=NC(=CN2)C2=CNC=1N=C(N=C(C12)NC)NC1CCC(CC1)OC)C)F